Benzoxathian O1SCCC2=C1C=CC=C2